C(CCCCCCCCCCCCCCC)OC1=C(C(=CC=C1)O)C(\C=C\C1=CC=C(C=C1)OCOC)=O (E)-1-(2-Hexadecoxy-6-hydroxyphenyl)-3-[4-(methoxymethoxy)phenyl]prop-2-en-1-one